4-(4-(3,8-diazabicyclo[3.2.1]octan-8-yl)-6-chloro-8-fluoro-2-(((S)-1-morpholinoprop-2-yl)oxy)quinazolin-7-yl)-7-fluoro-benzo[d]thiazol-2-amine C12CNCC(CC1)N2C2=NC(=NC1=C(C(=C(C=C21)Cl)C2=CC=C(C1=C2N=C(S1)N)F)F)O[C@H](CN1CCOCC1)C